N-(4-(4-amino-7-methyl-5-(4-(pyrrolidine-1-carbonyl)phenyl)-7H-pyrrolo[2,3-d]pyrimidin-6-yl)phenyl)-2-((dimethylamino)methyl)acrylamide NC=1C2=C(N=CN1)N(C(=C2C2=CC=C(C=C2)C(=O)N2CCCC2)C2=CC=C(C=C2)NC(C(=C)CN(C)C)=O)C